N-(3-(Furan-2-yl)-5-Methoxyphenyl)-6,7-Dimethoxyquinolin-4-amine O1C(=CC=C1)C=1C=C(C=C(C1)OC)NC1=CC=NC2=CC(=C(C=C12)OC)OC